2-{7-[(1s,3s)-3-hydroxy-3-methylcyclobutyl]-5-methyl-6,7-dihydro-5H-pyrrolo[2,3-c]pyridazin-3-yl}-3-methyl-5-(trifluoromethyl)phenol OC1(CC(C1)N1CC(C2=C1N=NC(=C2)C2=C(C=C(C=C2C)C(F)(F)F)O)C)C